3-{1-methyl-1H-pyrrolo[2,3-c]pyridin-4-yl}-2-[4-(4-methyl-4H-1,2,4-triazol-3-yl)piperidin-1-yl]benzonitrile CN1C=CC=2C1=CN=CC2C=2C(=C(C#N)C=CC2)N2CCC(CC2)C2=NN=CN2C